(trans-4'-methoxy-5-(4-methylpent-3-en-1-yl)-1,2,3,6-tetrahydro-[1,1'-biphenyl]-2-yl)(2,6-dihydroxyphenyl)methanone COC1=CC=C(C=C1)[C@H]1[C@@H](CC=C(C1)CCC=C(C)C)C(=O)C1=C(C=CC=C1O)O